ClC=1C=CC(=C(C1)N1N=CC=2C(=NC(=CC21)C=2C=NN1C2N=CC=C1)NC(C)=O)OC N-(1-(5-chloro-2-methoxyphenyl)-6-(pyrazolo[1,5-a]pyrimidin-3-yl)-1H-pyrazolo[4,3-c]pyridin-4-yl)acetamide